5-(4-(tert-butyl)-2-methoxyphenyl)thiophene-2-carboxylic acid C(C)(C)(C)C1=CC(=C(C=C1)C1=CC=C(S1)C(=O)O)OC